C12N(C3CC(CC(C1)C3)C2)C2=NC=C(C(=N2)NC2=CC3=C(N(C(N3CCC(C)(C)O)=O)C)C=C2)Cl 5-((2-((1r,3r,5r,7r)-2-Azaadamantan-2-yl)-5-chloropyrimidin-4-yl)amino)-3-(3-hydroxy-3-methylbutyl)-1-methyl-1,3-dihydro-2H-benzo[d]imidazol-2-on